N6-(2-bromoacetyl)-N2-(tert-butoxycarbonyl)-L-lysine tert-butyl Ester C(C)(C)(C)OC([C@@H](NC(=O)OC(C)(C)C)CCCCNC(CBr)=O)=O